C(C1=CC=CC=C1)O[C@H]1[C@@H](SC2=CC=CC=C2)O[C@@H]([C@@H]([C@@H]1N1N=NC(=C1)C1=CC(=C(C(=C1)F)F)F)OCC1=CC=CC=C1)CO Phenyl 2,4-di-O-benzyl-3-deoxy-3-[4-(3,4,5-trifluorophenyl)-1H-1,2,3-triazol-1-yl]-1-thio-α-D-galactopyranoside